Tert-butyl 2-((1,3-dioxoisoindolin-2-yl)methyl)-6,7-dihydropyrazolo[1,5-a]pyrazine-5(4H)-carboxylate O=C1N(C(C2=CC=CC=C12)=O)CC1=NN2C(CN(CC2)C(=O)OC(C)(C)C)=C1